Tetra-amyl-ammonium C(CCCC)[N+](CCCCC)(CCCCC)CCCCC